C(=C)N1C(CCC1)=O 1-Vinyl-2-pyrrolidinon